BrC1=C2C=NNC2=C(C(=C1)Cl)C(F)F 4-bromo-6-chloro-7-(difluoromethyl)-1H-indazole